(2S,5R)-2-(N-((6-methoxypyridin-3-yl) sulfonyl) carbamimidoyl)-7-oxo-1,6-diazabicyclo[3.2.1]octan-6-yl hydrogen sulfate S(=O)(=O)(ON1[C@@H]2CC[C@H](N(C1=O)C2)C(NS(=O)(=O)C=2C=NC(=CC2)OC)=N)O